CO[C@@H]1CN(C[C@@H]1OC)C1=NC=CC(=N1)OC1=CC(=C(C=C1)NC1=NC=NC2=CC(=C(C=C12)NC1CCN(CC1)C(C=C)=O)OC)F 1-(4-((4-((4-((2-((3R,4S)-3,4-dimethoxypyrrolidin-1-yl)pyrimidin-4-yl)oxy)-2-fluorophenyl)amino)-7-methoxyquinazolin-6-yl)amino)piperidin-1-yl)prop-2-en-1-one